(6-benzhydryl-3,6-diazabicyclo[3.1.1]heptan-3-yl)(5-methylpyridin-3-yl)methanone C(C1=CC=CC=C1)(C1=CC=CC=C1)N1C2CN(CC1C2)C(=O)C=2C=NC=C(C2)C